C(C)C1=C(NC(=C1C(=O)N)C=1C=NC=CC1)C1=CC=C(C=C1)C(F)(F)F ethyl-5-(pyridin-3-yl)-2-(4-(trifluoromethyl)phenyl)Azole-4-carboxamide